CC=1C(=NC=CC1)OC1=CC(=C(C#N)C=C1)S(=O)(=O)C 4-((3-methylpyridin-2-yl)oxy)-2-(methylsulfonyl)benzonitrile